C(#N)COC1=CC2=C(N=C(O2)C=2C(=C(C=CC2)C2=CC=CC=C2)C)C=C1CN1C(CCCC1)C(=O)O 1-((6-(cyanomethoxy)-2-(2-methyl-[1,1'-biphenyl]-3-yl)benzo[d]oxazol-5-yl)methyl)piperidine-2-carboxylic acid